FC1=CC=CC(=N1)B(O)O 6-fluoropyridine-2-boronic acid